1-[4-(benzylsulfonyl)-2-nitrophenyl]-4-(3-nitrobenzyl)piperazine tert-butyl-6-ethynyl-2,3-dihydro-1,4-benzoxazine-4-carboxylate C(C)(C)(C)OC(=O)N1CCOC2=C1C=C(C=C2)C#C.C(C2=CC=CC=C2)S(=O)(=O)C2=CC(=C(C=C2)N2CCN(CC2)CC2=CC(=CC=C2)[N+](=O)[O-])[N+](=O)[O-]